(S)-5-(4-chloro-2-methyl-2H-indazol-5-yl)-3-methyl-2-(3-methyl-piperazin-1-yl)-3,7-dihydro-4H-pyrrolo[2,3-d]pyrimidin-4-one ClC=1C2=CN(N=C2C=CC1C1=CNC=2N=C(N(C(C21)=O)C)N2C[C@@H](NCC2)C)C